FC(C(=O)O)(F)F.NC1=NC(=C2N=CNC2=N1)NC(C)C=1N=C2N(C(C1C1=CC(=CC=C1)Cl)=O)C(=CC=C2)C 2-{1-[(2-Amino-9H-purin-6-yl)amino]ethyl}-3-(3-chlorophenyl)-6-methyl-4H-pyrido[1,2-a]pyrimidin-4-one Trifluoroacetic Acid Salt